1-((2-((3-cyano-4,5,6,7-tetrahydrobenzo[b]thiophen-2-yl)amino)-2-oxoethyl)thio)cyclopropanecarboxylic acid C(#N)C=1C2=C(SC1NC(CSC1(CC1)C(=O)O)=O)CCCC2